CC1=CC=C(C(=N1)C1=CC=C2C=C(C=NC2=C1)C(F)(F)F)C=1C=NN(C1)CC1(CCCCC1)C 7-(6-Methyl-3-{1-[(1-methylcyclohexyl)methyl]-1H-pyrazol-4-yl}pyridin-2-yl)-3-(trifluoromethyl)chinolin